OC(CN1C[C@@H]2[C@H](C1)CC(C2)S(=O)(=O)C2=CC=CC=C2)C2=CC=C(C=C2)O rac-4-(1-hydroxy-2-((3aR,5s,6aS)-5-(phenylsulfonyl)hexahydrocyclopenta[c]pyrrol-2(1H)-yl)ethyl)phenol